C(C)(C)(C)N1N=NC(=C1)C(=O)NCC1=C(C=C(C=C1)C1=NC(=NC=C1)Cl)C 1-(tert-butyl)-N-(4-(2-chloropyrimidin-4-yl)-2-methylbenzyl)-1H-1,2,3-triazole-4-carboxamide